[Au].[Cu]=O.[Fe] iron copper oxide gold